FC=1C=C(CC=2C=C3C(=NNC3=CC2)NC(C2=C(C=C(C=C2)N2CCC(CC2)NC)NC2CCOCC2)=O)C=C(C1)F N-(5-(3,5-difluorobenzyl)-1H-indazol-3-yl)-4-(4-(methylamino)piperidin-1-yl)-2-((tetrahydro-2H-pyran-4-yl)amino)benzamide